(1r,4r)-4-((5-(1-(1,3-difluoropropan-2-yl)-1H-benzo[d][1,2,3]triazol-6-yl)-4-methoxypyrrolo[2,1-f][1,2,4]triazin-2-yl)amino)-1-methylcyclohexan-1-ol FCC(CF)N1N=NC2=C1C=C(C=C2)C=2C=CN1N=C(N=C(C12)OC)NC1CCC(CC1)(O)C